2-(6-fluoro-1,2,3,4-tetrahydro-isoquinolin-5-yl)-4-[(5-tetrahydro-pyran-4-yl-1H-pyrazol-3-yl)amino]-6H-1,6-naphthyridin-5-one FC=1C(=C2CCNCC2=CC1)C1=NC=2C=CNC(C2C(=C1)NC1=NNC(=C1)C1CCOCC1)=O